S(=O)(=O)([O-])[O-].S(=O)(=O)(O)NC(=O)N.[Zn+2] zinc sulfourea sulfate